FC1=C(C#N)C=CC(=C1)CN1C=NC=C1CN1CC(N(CC1)C1=CC(=CC=C1)OC(F)(F)F)=O 2-Fluoro-4-((5-((3-Oxo-4-(3-(trifluoromethoxy)phenyl)piperazin-1-yl)methyl)-1H-imidazol-1-yl)methyl)benzonitrile